N(O)=S hydroxylaminethione